N[C@H](CC=1C=C(C#N)C=CC1)C=1SC2=C(N1)C=CC=C2 3-[(2R)-2-amino-2-(1,3-benzothiazol-2-yl)ethyl]benzonitrile